CN1N=C(C=C1)[C@H]1NCCC1 1-methyl-3-[(2S)-pyrrolidin-2-yl]-1H-pyrazole